5-benzyl-N-((1aR,2R,8bS)-4-methyl-3-oxo-1,1A,2,3,4,8B-hexahydrocyclopropa[d]pyrido[2,3-B]azepin-2-yl)isoxazole-3-carboxamide C(C1=CC=CC=C1)C1=CC(=NO1)C(=O)N[C@@H]1[C@H]2[C@@H](C3=C(N(C1=O)C)N=CC=C3)C2